6-6-(3,4-dihydroxy-5-oxo-2,5-dihydrofuran-2-yl)-4,9-dioxo-5,8-dioxa-3,10-diazadodecane-1,12-diyl bis(2-methylacrylate) CC(C(=O)OCCNC(OC(COC(NCCOC(C(=C)C)=O)=O)C1OC(C(=C1O)O)=O)=O)=C